C(C)(=O)N1CC(C1)S(=O)(=O)C=1C=CC(=C(C1)C1=NN(C=C1NC(=O)C=1C=NN2C1N=CC=C2)C)OC(F)F N-[3-[5-(1-acetylazetidine-3-sulfonyl)-2-(difluoromethoxy)phenyl]-1-methyl-1H-pyrazol-4-yl]Pyrazolo[1,5-a]Pyrimidine-3-carboxamide